4-ethyl-2-methyloxazole-5-carbonyl chloride C(C)C=1N=C(OC1C(=O)Cl)C